N-(2,3-difluorophenyl)-4-(4-methylphenyl)-2-oxo-1-prop-2-ynoxy-pyrrolidine-3-carboxamide FC1=C(C=CC=C1F)NC(=O)C1C(N(CC1C1=CC=C(C=C1)C)OCC#C)=O